N-propyl-4-(trifluoroacetyl)piperazine-1-sulfonamide C(CC)NS(=O)(=O)N1CCN(CC1)C(C(F)(F)F)=O